NC=1C(=C(C(=C(C1)F)Cl)C1=C(C=2N=C(N=C(C2C=N1)N1C[C@H]2CC[C@@H](C1)N2C(=O)OC(C)(C)C)OCC(F)(F)F)F)Cl tert-butyl (1R,5S)-3-(7-(3-amino-2,6-dichloro-5-fluorophenyl)-8-fluoro-2-(2,2,2-trifluoroethoxy)pyridino[4,3-d]pyrimidin-4-yl)-3,8-diazabicyclo[3.2.1]octan-8-formate